tert-butyl (2R)-2-(5-nitro-1H-1,3-benzodiazol-2-yl)pyrrolidine-1-carboxylate [N+](=O)([O-])C1=CC2=C(NC(=N2)[C@@H]2N(CCC2)C(=O)OC(C)(C)C)C=C1